C(C)(=O)N1CC2=CC=C(C=C2CC1)C=1C=C2C(=NC1)NC=C2C 2-acetyl-6-(3-methyl-1H-pyrrolo[2,3-b]pyridin-5-yl)-1,2,3,4-tetrahydroisoquinoline